C1(CC1)[C@H](C)NC(=O)C1=CN=C(O1)C1=CC(=CC=C1)C1=NN=C(N1)C(N[C@@H](C)C1CC1)=O N-((S)-1-Cyclopropylethyl)-2-(3-(5-(((S)-1-Cyclopropylethyl)Carbamoyl)-4H-1,2,4-Triazol-3-Yl)Phenyl)Oxazole-5-Carboxamide